N-(2-ethylhexyl)-2-(4-hydroxyphenyl)-3,5,7-trihydroxyquinolin-4-one C(C)C(CN1C(=C(C(C2=C(C=C(C=C12)O)O)=O)O)C1=CC=C(C=C1)O)CCCC